O[C@H]1C(NCCC(NCCSC(CCC(OCC1(C)C)=O)=O)=O)=O (R)-15-hydroxy-16,16-dimethyl-1-oxa-6-thia-9,13-diazacycloheptadecane-2,5,10,14-tetraone